(S)-2-((3R,5R)-3,5-dimethylpiperazin-1-yl)-N-(3-(2-((2-fluoro-3-(methylsulfonyl)phenyl)amino)-5-methyl-pyrimidin-4-yl)-1H-indol-7-yl)-3-methoxypropanamide C[C@@H]1CN(C[C@H](N1)C)[C@H](C(=O)NC=1C=CC=C2C(=CNC12)C1=NC(=NC=C1C)NC1=C(C(=CC=C1)S(=O)(=O)C)F)COC